2-(6-amino-5-(4-(1-(azetidin-3-yl)piperidin-4-yl)phenyl)pyridazin-3-yl)phenol hydrochloride Cl.NC1=C(C=C(N=N1)C1=C(C=CC=C1)O)C1=CC=C(C=C1)C1CCN(CC1)C1CNC1